tert-butyl ((R)-1-oxo-1-(((R)-4-phenyl-1-((3aS,4S,6S,7aR)-3a,5,5-trimethyl hexahydro-4,6-methanobenzo[d][1,3,2]dioxaborol-2-yl)butyl)amino) pentan-2-yl)carbamate O=C([C@@H](CCC)NC(OC(C)(C)C)=O)N[C@@H](CCCC1=CC=CC=C1)B1O[C@@]2([C@H](O1)C[C@H]1C([C@@H]2C1)(C)C)C